N-(4-(4-(2-(4,4-difluoropiperidin-1-yl)-6-methylpyridin-4-yl)-1H-pyrazol-1-yl)-3-(4-methylpiperidin-1-yl)phenyl)-2-hydroxyethane-1-sulfonamide FC1(CCN(CC1)C1=NC(=CC(=C1)C=1C=NN(C1)C1=C(C=C(C=C1)NS(=O)(=O)CCO)N1CCC(CC1)C)C)F